FC=1C(=C(C(=O)O)C(=CC1)[N+](=O)[O-])C(F)(F)F 3-fluoro-6-nitro-2-(trifluoromethyl)benzoic acid